FC(C(=O)O)(F)F.ClC=1C=C2C=CN(C2=C(C1)C1=C2C(=NC=C1)C=C(S2)CN2C(N(C=C(C2=O)C)C2CC2)=O)CC2(CCNCC2)C#N 4-((5-chloro-7-(2-((3-cyclopropyl-5-methyl-2,6-dioxo-3,6-dihydropyrimidin-1(2H)-yl)methyl)thieno[3,2-b]pyridin-7-yl)-1H-indol-1-yl)methyl)piperidine-4-carbonitrile trifluoroacetate